O1COCC(C1)N 1,3-dioxan-5-amine